4-(2-hydroxyethanesulfonylamino)-N-((1S,4R)-8-methyl-1,2,3,4-tetrahydro-1,4-methylenebenzo[4,5]imidazo[1,2-a]pyridin-6-yl)-2-(6-azaspiro[2.5]octan-6-yl)benzamide OCCS(=O)(=O)NC1=CC(=C(C(=O)NC2=CC(=CC3=C2N=C2N3[C@H]3CC[C@@H]2C3)C)C=C1)N1CCC3(CC3)CC1